C1=CC=CC=2C3=CC=CC=C3N(C12)C=1C=C(C=CC1)NC1=CC=CC=2OC3=C(C21)C=C(C=C3)C3=CC=CC=C3 N-(3-(9H-carbazol-9-yl)phenyl)-8-phenyldibenzo[b,d]furan-1-amine